COC1=C(C(=O)P(CC(CC(C)(C)C)C)(C(C2=C(C=CC=C2OC)OC)=O)=O)C(=CC=C1)OC bis(2,6-dimethoxy-benzoyl)-2,4,4-trimethylpentylphosphine oxide